methyl 4-[[(3S)-1-[7-[tert-butoxycarbonyl(ethyl)amino]-5-fluoro-3-methyl-2-OXO-indolin-3-yl]-3-piperidyl]methyl]benzoate C(C)(C)(C)OC(=O)N(C=1C=C(C=C2C(C(NC12)=O)(C)N1C[C@@H](CCC1)CC1=CC=C(C(=O)OC)C=C1)F)CC